dimethylbenzene-1,4-disulfonamide CC=1C(=C(C=CC1S(=O)(=O)N)S(=O)(=O)N)C